2-hydroxy-2-sulfonatoacetic acid disodium salt [Na+].[Na+].OC(C(=O)O)S(=O)(=O)[O-].OC(C(=O)O)S(=O)(=O)[O-]